C(CCCCC)N1C(C2=CC=CC=3C2=C(C1=O)C=CC3C3=CC=C(O3)C=O)=O 5-(2-hexyl-2,3-dihydro-1,3-dioxo-1H-benzo[de]isoquinolin-6-yl)furan-2-carbaldehyde